FC(C1=NC=CC=C1CNC=1C2=C(N=C(N1)N1C(CCC1)C(F)(F)F)N=CC=C2)(F)F N-((2-(trifluoromethyl)pyridin-3-yl)methyl)-2-(2-(trifluoromethyl)pyrrolidin-1-yl)pyrido[2,3-d]pyrimidin-4-amine